4-(6-((1R,5S)-9-((4,4-difluorocyclohexyl)methyl)-3-oxa-7,9-diazabicyclo[3.3.1]nonan-7-yl)pyridin-3-yl)-6-(1-(4-oxocyclohexyl)-1H-pyrazol-4-yl)pyrazolo[1,5-a]pyrazine-3-carbonitrile FC1(CCC(CC1)CN1[C@H]2COC[C@@H]1CN(C2)C2=CC=C(C=N2)C=2C=1N(C=C(N2)C=2C=NN(C2)C2CCC(CC2)=O)N=CC1C#N)F